4-[(6,7-Dibromofuro[3,2-c]pyridin-4-yl)oxy]piperidine-1-carboxylic acid 2-methylpropan-2-yl ester CC(C)(C)OC(=O)N1CCC(CC1)OC1=NC(=C(C2=C1C=CO2)Br)Br